CC=1C(=NC=NC1C)C12NCC(NC1)C2 (5,6-dimethylpyrimidin-4-yl)-2,5-diazabicyclo[2.2.1]heptane